O=C1NC(CCC1N1C(C2=CC=C(C=C2C1=O)CN(C)C1CCN(CC1)C1=CC=C(C=C1)[C@H]1[C@H](COC2=CC(=CC=C12)O)C1=CC=CC=C1)=O)=O 2-(2,6-dioxopiperidin-3-yl)-5-(((1-(4-((3S,4R)-7-hydroxy-3-phenylchroman-4-yl)phenyl)piperidin-4-yl)(methyl)amino)methyl)isoindoline-1,3-dione